CC1(C=CC2=C(O1)C=CC3=C2N[C@@]4([C@]3(C[C@@H]5N4C(=O)[C@@H]6CCCN6C5=O)O)C(C)(C)C=C)C The molecule is an organic heterohexacyclic compound isolated from a mussel-derived Aspergillus species that is 3,6b,7,7a,10,11,12,12a,14a,15-decahydro-8H,13H-pyrano[2,3-g]pyrrolo[1'',2'':4',5']pyrazino[1',2':1,5]pyrrolo[2,3-b]indole-8,13-dione which is substituted by two methyl groups at position 3, a hydroxy group at the 6b position, and a 2-methylbut-3-en-2-yl group at the 14a position (the 6bR, 7aS, 12aS, 14aS stereoisomer). It has a role as a mycotoxin. It is a dipeptide, an organic heterohexacyclic compound, a notoamide and an aminal.